3-bromo-6-(4-cyclopropyl-1H-imidazol-1-yl)-1-isopropylquinolin-4(1H)-one BrC1=CN(C2=CC=C(C=C2C1=O)N1C=NC(=C1)C1CC1)C(C)C